N(=[N+]=[N-])[C@](C)(CC)C1=CN=C(C2=CN=C(C=C12)Cl)OC(CCS(=O)(=O)C)CC 4-((R)-2-azidobut-2-yl)-6-chloro-1-((1-(methylsulfonyl)pent-3-yl)oxy)-2,7-naphthyridine